C(C)S(=O)(=N)C1=CC(=C(C=C1)N1CC(C1)(C#N)C#N)C=1NC2=CC=CC=C2C1 1-(4-(ethylsulfonimidoyl)-2-(1H-indol-2-yl)phenyl)azetidine-3,3-dicarbonitrile